N-(azetidin-3-ylmethyl)-N-methyl-6-[5-(6-methyl-2-pyridyl)-1H-imidazol-4-yl]quinolin-3-amine N1CC(C1)CN(C=1C=NC2=CC=C(C=C2C1)C=1N=CNC1C1=NC(=CC=C1)C)C